ClC1=C(CNC(=O)[C@]2(C=3C=C(C=NC3[C@H](CC2)O)C)F)C=CC(=C1)Cl (5S,8S)-N-(2,4-dichlorobenzyl)-5-fluoro-8-hydroxy-3-methyl-5,6,7,8-tetrahydroquinoline-5-carboxamide